NCC1=CC(=C(C(=C1)C)NC(=O)C1=CC2=C(OCCC3=C2SC=C3)C=C1C=1C(=NC(=CC1)C(NC1CNC(C1)=O)=O)C(=O)O)C 3-(9-((4-(aminomethyl)-2,6-dimethylphenyl)carbamoyl)-4,5-dihydrobenzo[b]thieno[2,3-d]oxepin-8-yl)-6-((5-oxopyrrolidin-3-yl)carbamoyl)picolinic acid